(S)-4-ethyl-8-fluoro-4-hydroxy-11-(2-(methylamino)ethyl)-1,12-dihydro-14H-pyrano[3',4':6,7]indolizino[2,1-b]quinoline-3,6,14(4H,11H)-trione C(C)[C@]1(C(OCC=2C(N3CC=4N(C5=CC=C(C=C5C(C4C3=CC21)=O)F)CCNC)=O)=O)O